ClNC(=O)N chloriourea